hydrogen peroxide molybdenum [Mo].OO